BrC=1C(=C(N(CC2=CC=C(C=C2)OC)CC2=CC=C(C=C2)OC)C=C(C1C(F)(F)F)C)F 3-bromo-2-fluoro-N,N-bis(4-methoxybenzyl)-5-methyl-4-(trifluoromethyl)aniline